N1=NNC(C=C1)=O [1,2,3]triazin-4-one